CN1CCC(CC1)OC=1C=CC=2N(C1)N=CC2C2CCN(CC2)C(=O)OCC=2N=COC2 oxazol-4-ylmethyl 4-(6-((1-methylpiperidin-4-yl)oxy)pyrazolo[1,5-a]pyridin-3-yl)piperidine-1-carboxylate